2-((8-(3,3-bis(hydroxy-methyl)azetidine-1-carbonyl)-2,3-dihydrobenzo[b][1,4]dioxin-5-yl)amino)-4-(methylamino)-7H-pyrrolo[2,3-d]pyrimidine-5-carbonitrile OCC1(CN(C1)C(=O)C1=CC=C(C2=C1OCCO2)NC=2N=C(C1=C(N2)NC=C1C#N)NC)CO